3-ACETAMIDO-2-METHYLPROPANOIC ACID C(C)(=O)NCC(C(=O)O)C